(2R,5S)-3-(4-aminophenyl-ethyl)-2-(1-(4-bromophenyl)-3-(furan-3-yl)-1H-pyrazol-4-yl)-5-methyl-oxazolidin-4-one NC1=CC=C(C=C1)CCN1[C@H](O[C@H](C1=O)C)C=1C(=NN(C1)C1=CC=C(C=C1)Br)C1=COC=C1